C(C)(C)(C)OC(=O)N1CC2COC(CN2CC1)C1=CC(=C(C=C1)F)Cl.ClC=1C=C(C=CC1F)[C@@H]1CN2[C@H](CO1)CNCC2 (3R,9aS)-3-(3-chloro-4-fluoro-phenyl)-1,3,4,6,7,8,9,9a-octahydropyrazino[2,1-c][1,4]oxazine tert-butyl-3-(3-chloro-4-fluorophenyl)hexahydropyrazino[2,1-c][1,4]oxazine-8(1H)-carboxylate